2-amino-5-oxo-6-(4-(pyrrolidin-1-ylmethyl)benzyl)-5,6-dihydropyridine NC1=NC(C(C=C1)=O)CC1=CC=C(C=C1)CN1CCCC1